FC1([C@@H]([C@@H](N(C1)C(=O)C1(CCC1)O)CC1=C(C(=CC=C1)C1=NC(=CC=C1)C(F)(F)F)F)NS(N(C)C)(=O)=O)F N'-[(2S,3R)-4,4-difluoro-2-({2-fluoro-3-[6-(trifluoromethyl)pyridin-2-yl]phenyl}-methyl)-1-(1-hydroxycyclobutane-1-carbonyl)pyrrolidin-3-yl]-N,N-dimethyl-sulfuric diamide